[C@@H]12CN(C[C@@H](N1)C2)C2=NC(=NC1=C(C(=C(C=C21)Cl)C2=CC=C(C1=C2N=C(S1)N)F)F)OC[C@]12CCCN2C[C@@H](C1)F 4-(4-((1R,5S)-3,6-diazabicyclo[3.1.1]heptan-3-yl)-6-chloro-8-fluoro-2-(((2R,7aS)-2-fluorotetrahydro-1H-pyrrolizin-7a(5H)-yl)methoxy)quinazolin-7-yl)-7-fluorobenzo[d]thiazol-2-amine